3-(4-amino-5-fluoro-6-(1-((6-(2-hydroxypropan-2-yl)pyridin-2-yl)methyl)-1H-1,2,3-triazol-4-yl)pyrimidin-2-yl)-2-methylbenzonitrile NC1=NC(=NC(=C1F)C=1N=NN(C1)CC1=NC(=CC=C1)C(C)(C)O)C=1C(=C(C#N)C=CC1)C